(3-(5-fluoropyrimidin-2-yl)-5-methylpyridin-2-yl)((1S,4R,6R)-6-((5-(trifluoromethyl)pyridin-2-yl)amino)-2-azabicyclo[2.2.2]oct-2-yl)methanone FC=1C=NC(=NC1)C=1C(=NC=C(C1)C)C(=O)N1[C@@H]2[C@@H](C[C@H](C1)CC2)NC2=NC=C(C=C2)C(F)(F)F